2-Bromo-6-iodo-3-(methoxymethoxy)pyridine BrC1=NC(=CC=C1OCOC)I